C(C)C1=NC2=CC=CC=C2C(N1C1=NC=CC=C1)=O ethyl-3-(pyridin-2-yl)quinazolin-4(3H)-one